5-[(2-ethoxy-2-oxoethyl)(methyl)amino]pyridine-2-carboxylic acid C(C)OC(CN(C=1C=CC(=NC1)C(=O)O)C)=O